N,N-dimethyl-hydroxyethyl-ammonium bromide [Br-].C[NH+](C)CCO